C(C)OC(=O)C=1C=NN2C1CCCC2 4,5,6,7-Tetrahydropyrazolo[1,5-a]pyridine-3-carboxylic acid ethyl ester